tert-butyl N-[[(1R,2S,5S)-3-[(2S)-2-amino-4-methyl-pentanoyl]-6,6-dimethyl-3-azabicyclo[3.1.0]hexane-2-carbonyl]amino]-N-[[(3S)-2-oxopyrrolidin-3-yl]methyl]carbamate N[C@H](C(=O)N1[C@@H]([C@H]2C([C@H]2C1)(C)C)C(=O)NN(C(OC(C)(C)C)=O)C[C@H]1C(NCC1)=O)CC(C)C